CC(C(=O)SC1=CC=C(C=C1)C)(C)N1CCOCC1 2-methyl-1-(4-methylphenylsulfanyl)-2-(4-morpholinyl)-1-propanone